CCC(C(C/C=C\C/C=C\C/C=C\C/C=C\C/C=C\CCC(=O)O)O)O 19,20-dihydroxydocosapentaenoic acid